CC1=C(C=C(C=C1)NCCO)O 1-methyl-2-hydroxy-4-β-hydroxyethylaminobenzene